N-[(2S,3R)-1-(2,2-dimethylpropanoyl)-4,4-difluoro-2-{[2-fluoro-3-(6-methyl-pyridin-2-yl)phenyl]methyl}pyrrolidin-3-yl]methanesulfonamide CC(C(=O)N1[C@H]([C@H](C(C1)(F)F)NS(=O)(=O)C)CC1=C(C(=CC=C1)C1=NC(=CC=C1)C)F)(C)C